2-(1-acryloyl-4-(8-chloro-4-(3-(dimethylamino)azetidin-1-yl)-6-fluoro-7-(naphthalen-1-yl)-1H-imidazo[4,5-c]quinolin-1-yl)pyrrolidin-2-yl)acetonitrile C(C=C)(=O)N1C(CC(C1)N1C=NC=2C(=NC=3C(=C(C(=CC3C21)Cl)C2=CC=CC1=CC=CC=C21)F)N2CC(C2)N(C)C)CC#N